3-amino-N-[(2S)-5-fluoro-6-{9-oxa-3,7-diazabicyclo[3.3.1]nonan-3-yl}-1,2,3,4-tetrahydronaphthalen-2-yl]-6-methylthieno[2,3-b]pyridine-2-carboxamide NC1=C(SC2=NC(=CC=C21)C)C(=O)N[C@@H]2CC1=CC=C(C(=C1CC2)F)N2CC1CNCC(C2)O1